5-(4-(methylsulfonyl)phenyl)-2-(1-tosyl-1,2,3,6-tetrahydropyridin-4-yl)thiazolo[5,4-b]pyridine CS(=O)(=O)C1=CC=C(C=C1)C1=CC=C2C(=N1)SC(=N2)C=2CCN(CC2)S(=O)(=O)C2=CC=C(C)C=C2